ClC=1C=C(OCC=2N(C(=NN2)[C@@H]2CC[C@H](CC2)C2=NOC(=C2)[C@@H]2CC[C@H](CO2)N)C)C=CC1 (3R,6S)-6-[3-(trans-4-{5-[(3-chlorophenoxy)methyl]-4-methyl-4H-1,2,4-triazol-3-yl}cyclohexyl)-1,2-oxazol-5-yl]tetrahydro-2H-pyran-3-amine